3-(2-oxo-5-(1-(2-(piperazin-1-yl)ethyl)piperidin-4-yl)benzo[cd]indol-1(2H)-yl)piperidine-2,6-dione O=C1N(C2=CC=CC=3C2=C1C=CC3C3CCN(CC3)CCN3CCNCC3)C3C(NC(CC3)=O)=O